C1=CC=CC=2C3=CC=CC=C3C(=CC12)C1=CC=C(C=C1)NC1=CC=CC2=C1SC1=C2C=CC=C1 N-(4-(phenanthren-9-yl)phenyl)dibenzo[b,d]thiophen-4-amine